1-(4-(6-hydroxy-2-phenyl-1,2,3,4-tetrahydronaphthalen-1-yl)phenyl)piperidine-4-carbaldehyde OC=1C=C2CCC(C(C2=CC1)C1=CC=C(C=C1)N1CCC(CC1)C=O)C1=CC=CC=C1